NC1=C(C(=CC=C1)OC)O 2-amino-6-methoxy-phenol